ClC=1C=CC2=C(C(C(CCN2)(F)F)(O)C)C1 7-chloro-4,4-difluoro-5-methyl-2,3,4,5-tetrahydro-1H-1-benzoazepin-5-ol